tert-Butyl 3-(7-chloro-4-fluoro-1-benzofuran-3-yl)-5,6-dihydro-2H-pyridine-1-carboxylate ClC1=CC=C(C=2C(=COC21)C=2CN(CCC2)C(=O)OC(C)(C)C)F